(7-chloro-3-methyl-2,3-dihydro-4H-benzo[b][1,4]oxazin-4-yl)(6-(pyridin-3-yl)-2,6-diazaspiro[3.3]heptan-2-yl)methanone ClC=1C=CC2=C(OCC(N2C(=O)N2CC3(C2)CN(C3)C=3C=NC=CC3)C)C1